(4Z)-7-chloro-4-heptenyl acetate C(C)(=O)OCCC\C=C/CCCl